tert-butyl (1R,3S,5R)-3-{[2-fluoro-3-(trifluoromethyl)phenyl]carbamoyl}-5-methyl-2-azabicyclo[3.1.0]hexane-2-carboxylate FC1=C(C=CC=C1C(F)(F)F)NC(=O)[C@H]1N([C@@H]2C[C@@]2(C1)C)C(=O)OC(C)(C)C